4H-pyrrolo[1,2-b][2]benzazepine C1=CCN2C=C3C(=CC=C21)C=CC=C3